Nepsilon-(γ-glutamyl)lysine N[C@@H](CCC(=O)NCCCC[C@H](N)C(=O)O)C(=O)O